5-(5-(3-aminopiperidine-1-carbonyl)-7-methoxy-1-methyl-1H-benzo[d]imidazol-2-yl)-1-(cyclopropylmethyl)-1H-pyrrole-2-carboxamide hydrochloride Cl.NC1CN(CCC1)C(=O)C1=CC2=C(N(C(=N2)C2=CC=C(N2CC2CC2)C(=O)N)C)C(=C1)OC